(15R)-5-[6-(3-amino-3-methyl-but-1-ynyl)-2-ethynyl-pyrimidin-4-yl]-15-methyl-11-thia-6,14,17-triazatetracyclo[8.8.0.0^2,7.0^12,18]octadeca-1(10),2(7),3,5,8,12(18)-hexaen-13-one NC(C#CC1=CC(=NC(=N1)C#C)C=1C=CC=2C=3C=4NC[C@H](NC(C4SC3C=CC2N1)=O)C)(C)C